3-fluoro-5-(2H-1,2,3-triazol-2-yl)-4-[1-[4-(trifluoromethoxy)phenyl]ethyl]pyridine FC=1C=NC=C(C1C(C)C1=CC=C(C=C1)OC(F)(F)F)N1N=CC=N1